P(=O)(O)(O)O.FC=1C=C(C=CC1C=1C=NC(=CC1)C=1N=NN(N1)CC)N1C(O[C@H](C1)C(F)O)=O (R)-3-(3-fluoro-4-(6-(2-ethyl-2H-tetrazol-5-yl)pyridin-3-yl)phenyl)-5-(hydroxyfluoromethyl)oxazolidin-2-one phosphate